C(C)N1CC(CCC1)C(=O)O 1-ethylpiperidine-3-carboxylic acid